C(C)(C)(C)C1=CC=C(C=C1)N(C(=O)[C@@H]1N(CCC1)C(=O)OC(C)(C)C)C(C(=O)NCCN1CCOCC1)C=1C=NC=CC1 tert-butyl (2R)-2-[(4-tert-butylphenyl)-[2-(2-morpholinoethylamino)-2-oxo-1-(3-pyridyl)ethyl]carbamoyl]pyrrolidine-1-carboxylate